O1[C@H](COC2=C1C=CC=C2)C2=CC=C(CN[C@@H]1CC[C@H](CC1)C)C=C2 trans-N-{4-[(2S)-2,3-dihydro-1,4-benzodioxin-2-yl]benzyl}-4-methylcyclohexanamine